N-(1,1-dimethylsilocan-5-yl)-4,6-dimethyl-1H-indole-2-carboxamide C[Si]1(CCCC(CCC1)NC(=O)C=1NC2=CC(=CC(=C2C1)C)C)C